Methyl 7-methoxy-1-methyl-2-(1-((2-(trimethylsilyl)ethoxy)methyl)-6-vinyl-1H-pyrrolo[2,3-b]pyridin-2-yl)-1H-benzo[d]imidazole-5-carboxylate COC1=CC(=CC2=C1N(C(=N2)C2=CC=1C(=NC(=CC1)C=C)N2COCC[Si](C)(C)C)C)C(=O)OC